pentyl [5-(4-hexyloxy-1,2,5-thiadiazol-3-yl)-1-methyl-3,6-dihydro-2H-pyridin-1-ium-1-yl]methyl carbonate chloride [Cl-].C(OCCCCC)(OC[N+]1(CCC=C(C1)C1=NSN=C1OCCCCCC)C)=O